BrC1=NN(C(=C1C#N)Br)[C@H](C(F)(F)F)C (S)-3,5-dibromo-1-(1,1,1-trifluoropropan-2-yl)-1H-pyrazole-4-carbonitrile